The molecule is a monoterpenoid that is the acetate ester of linalool. It forms a principal component of the essential oils from bergamot and lavender. It is an acetate ester and a monoterpenoid. It derives from a linalool. CC(=CCCC(C)(C=C)OC(=O)C)C